N-(5-tert-butyl-2-fluoro-phenyl)carbamic acid C(C)(C)(C)C=1C=CC(=C(C1)NC(O)=O)F